CC1=NC=CC(=N1)C 2,4-dimethylpyrimidin